pentamethylcyclopentadienyl-(1-sec-butyl-5,6,7,8-tetrahydro-1H-cyclopenta[b]naphthalene) hafnium [Hf].CC1=C(C(=C(C1(C1(C=CC=2C1=CC=1CCCCC1C2)C(C)CC)C)C)C)C